BrC=1N=C2C(=NC1)N(C=C2C=2C=NN(C2)C2CCN(CC2)C)C(=O)OC(C)(C)C tert-butyl 2-bromo-7-(1-(1-methylpiperidin-4-yl)-1H-pyrazol-4-yl)-5H-pyrrolo[2,3-b]pyrazine-5-carboxylate